4-(4-amino-2-fluorophenoxy)-3-nitropyridin-2-amine NC1=CC(=C(OC2=C(C(=NC=C2)N)[N+](=O)[O-])C=C1)F